C(CCCCC(=O)[O-])(=O)O hydrogen adipate